OCC1(C2OC3(OC1C(C1(NC(NC(C12)O)=N)C3O)O)O)O octahydro-12-(hydroxymethyl)-2-imino-5,9:7,10a-dimethano-10aH-[1,3]dioxocino[6,5-d]pyrimidine-4,7,10,11,12-pentol